(2R)-2-methyl-4-[(1R)-2,2,3-trimethyl-3-cyclopenten-1-yl]-4-penten-1-ol C[C@@H](CO)CC(=C)[C@@H]1C(C(=CC1)C)(C)C